N=1N2C(=C(C1)S(=O)(=O)N1CCC(CC1)C=1C(=CC=3N(C1)N=CN3)CC)CCC2 6-(1-((5,6-dihydro-4H-pyrrolo[1,2-b]pyrazol-3-yl)sulfonyl)piperidin-4-yl)-7-ethyl-[1,2,4]triazolo[1,5-a]pyridine